C(C)(C)N1C(=NN=C1)C1=CC=CC(=N1)N1C(N(CC1)C1=CC=C(C=C1)CN1CCOCC1)=O 1-(6-(4-isopropyl-4H-1,2,4-triazol-3-yl)pyridin-2-yl)-3-(4-(morpholinomethyl)phenyl)imidazolidin-2-one